ClC1=CC=C2C(=N1)SC(=N2)NC(OC(C)(C)C)=O tert-butyl N-(5-chlorothiazolo[5,4-b]pyridin-2-yl)carbamate